ClC1=CC=C2C(=C(N=NC2=C1)C1=C(C=C(C=C1)C(F)(F)F)O)C 2-(7-chloro-4-methylcinnolin-3-yl)-5-(trifluoromethyl)phenol